O1C(=NC2=C1C=CC=C2)C=2C(OC1=CC(=CC=C1C2)N(CC)CC)=O 3-(2-Benzoxazolyl)-7-(diethylamino)-coumarin